2-chloro-3-cyclohexyloxymethyl-4-methylxanthylbenzoic acid ClC1=CC=2C(C3=CC=CC=C3OC2C(=C1COC1CCCCC1)C)C1=C(C(=O)O)C=CC=C1